[4-(2-{2-[3-(2-aminoethyl)imidazo[1,2-a]pyridin-6-yl]-5-fluorophenoxy}ethyl)-1,5-dimethyl-1H-pyrazol-3-yl]methanol NCCC1=CN=C2N1C=C(C=C2)C2=C(OCCC=1C(=NN(C1C)C)CO)C=C(C=C2)F